3-(2-(cyclopropylmethyl)-1,2,3,4-tetrahydroisoquinolin-7-yl)-1H-1,2,4-triazole-3,5-diamine C1(CC1)CN1CC2=CC(=CC=C2CC1)C1(NNC(=N1)N)N